(3-amino-5-chloro-2-((2-(trimethylsilyl)ethoxy)methyl)-2H-pyrazolo[4,3-b]pyridin-7-yl)methanol NC=1N(N=C2C1N=C(C=C2CO)Cl)COCC[Si](C)(C)C